3-(4-hydroxyphenyl)-5-(2-methoxyphenyl)-2-oxo-1,3-oxazolidine-4-carboxylic acid methyl ester COC(=O)C1N(C(OC1C1=C(C=CC=C1)OC)=O)C1=CC=C(C=C1)O